2-chloro-ε-caprolactone ClC1C(=O)OCCCC1